ClC=1N=C2C(=NC1)NC=C2C2=NC(=C(C(=N2)N[C@@H]2[C@H](C1CCC2CC1)C(=O)O)F)C=1SC=CC1 (2S,3S)-3-((2-(2-chloro-5H-pyrrolo[2,3-b]pyrazin-7-yl)-5-fluoro-6-(thiophen-2-yl)pyrimidin-4-yl)amino)bicyclo[2.2.2]octane-2-carboxylic acid